1-(1-(((R)-1-(2,4-dichlorophenyl)ethyl)-1H-[1,2,3]triazolo[4,5-b]pyrazin-6-yl)azetidin-3-yl)-N-methylpyrrolidine-2-carboxamide ClC1=C(C=CC(=C1)Cl)[C@@H](C)N1N=NC=2C1=NC(=CN2)N2CC(C2)N2C(CCC2)C(=O)NC